(2R,3R,5R)-2-(4-amino-7H-pyrrolo[2,3-d]pyrimidin-7-yl)-5-fluoro-5-(hydroxymethyl)tetrahydrofuran-3-ol NC=1C2=C(N=CN1)N(C=C2)[C@@H]2O[C@@](C[C@H]2O)(CO)F